FC1=CC(=CC2=C1N(C=N2)C)OC2=CC(=C(C=C2C)NC=2C1=C(N=CN2)C=CC(=N1)N1C[C@H](N(CC1)C(C=C)=O)C)OC (R)-1-(4-(4-((4-((7-fluoro-1-methyl-1H-benzo[d]imidazol-5-yl)oxy)-2-methoxy-5-methylphenyl)amino)pyrido[3,2-d]pyrimidin-6-yl)-2-methylpiperazin-1-yl)prop-2-en-1-one